COC1=CC=C(C=C1)CN1S(C(CC1)C=O)(=O)=O 2-[(4-Methoxyphenyl)methyl]-1,1-dioxo-1,2-thiazolidine-5-carbaldehyde